3-(4-(2,5-Diazabicyclo[2.2.2]octan-2-yl)-8-fluoro-2-(((2R,7aS)-2-fluorotetrahydro-1H-pyrrolizin-7a(5H)-yl-2,5,5-d3)methoxy-d2)pyrido[4,3-d]pyrimidin-7-yl)-4-(trifluoromethyl)phenol C12N(CC(NC1)CC2)C=2C1=C(N=C(N2)OC([2H])([2H])[C@]23CCC(N3C[C@](C2)([2H])F)([2H])[2H])C(=C(N=C1)C=1C=C(C=CC1C(F)(F)F)O)F